N1=CC=BC=C1 1,4-azaborine